[O-2].[Fe+4].[O-2] Iron (IV)-oxide